4,5-dimethylthiophen CC=1C=CSC1C